N-[1-(hydroxymethyl)propyl]-3-({4-[({2-[methyl(methylsulfonyl)amino]pyridin-3-yl}methyl)amino]-5-(trifluoromethyl)pyrimidin-2-yl}amino)benzamide OCC(CC)NC(C1=CC(=CC=C1)NC1=NC=C(C(=N1)NCC=1C(=NC=CC1)N(S(=O)(=O)C)C)C(F)(F)F)=O